6-(3-nitro-4-ethoxyphenyl)-4,5-dihydro-5-methyl-3(2H)-pyridazinone [N+](=O)([O-])C=1C=C(C=CC1OCC)C=1C(CC(NN1)=O)C